CCCCCC(C(C)O)O Octane-6,7-diol